CC1=CC=C(C2=CC=CC=C12)C1=CC=C(C(=N1)N1C(C[C@@H](C1)C)(C)C)C(=O)NS(=O)(=O)C=1C(NC=CC1)=O 6-(4-Methyl-1-naphthyl)-N-[(2-oxo-1H-pyridin-3-yl)sulfonyl]-2-[(4S)-2,2,4-trimethylpyrrolidin-1-yl]pyridin-3-carboxamid